1-(tert-butyl) 2-methyl 6-methyl-1H-indole-1,2-dicarboxylate CC1=CC=C2C=C(N(C2=C1)C(=O)OC(C)(C)C)C(=O)OC